3,3-dimethyl-4-vinyl-1,3-dihydro-2H-pyrrolo[2,3-b]pyridin-2-one CC1(C(NC2=NC=CC(=C21)C=C)=O)C